ClC1=C(C(=O)N[C@H](C(=O)O)CC2=CC=C(C=C2)N2CC3(C4=CC(=CC=C24)F)C(C3)=O)C(=CC=C1)F (S)-2-(2-chloro-6-fluorobenzoylamino)-3-(4-(5'-fluoro-2-oxospiro[cyclopropane-1,3'-indoline]-1'-yl)phenyl)propionic acid